N'-(8-cyano-1,2,3,5,6,7-hexahydro-s-indacen-4-ylcarbamoyl)-2-(2-hydroxypropan-2-yl)thiazole-5-sulfonimidamide C(#N)C=1C=2CCCC2C(=C2CCCC12)NC(=O)N=S(=O)(N)C1=CN=C(S1)C(C)(C)O